The molecule is a member of the class of benzaldehydes carrying hydroxy and methoxy substituents at positions 2 and 5 respectively. It is a member of benzaldehydes, a monomethoxybenzene and a member of phenols. It derives from a salicylaldehyde. COC1=CC(=C(C=C1)O)C=O